serine citrate C(CC(O)(C(=O)O)CC(=O)O)(=O)O.N[C@@H](CO)C(=O)O